OCCC(C(CO)O)C=C hydroxyethyl-vinyl-monopropylene glycol